CN1CC(N(CC1)C1=CC=C(C=C1)B1OC(C)(C)C(C)(C)O1)=O (4-(4-methyl-2-oxopiperazin-1-yl)phenyl)boronic acid pinacol ester